4-(2,4-dichlorophenyl)-5-[4-[(3S)-1-(3-fluoropropyl)pyrrolidin-3-yl]oxyphenyl]-2,3-dihydro-1-benzothiepin-8-carboxylic acid ClC1=C(C=CC(=C1)Cl)C=1CCSC2=C(C1C1=CC=C(C=C1)O[C@@H]1CN(CC1)CCCF)C=CC(=C2)C(=O)O